ClC=1C=C2C=C(NC2=CC1OCC1=CC(=NO1)C)CNC(=O)C1(CC1)CO N-((5-chloro-6-((3-methylisoxazol-5-yl)methoxy)-1H-indol-2-yl)methyl)-1-(hydroxymethyl)cyclopropane-1-carboxamide